(R)-N-methyl-alaninamide CNC([C@H](N)C)=O